OC=1C=C(C=CC1O)/C=C/C(=O)N(CC(=O)O)CCC1=CC=C(C=C1)O (E)-N-(3-(3,4-dihydroxyphenyl)acryloyl)-N-(4-hydroxyphenethyl)glycine